(E)-2-(1-(3-(5-chloro-2-(1H-tetrazol-1-yl)phenyl)acrylamido)-2-phenylethyl)-4,5,6,7-tetrahydro-1H-benzo[d]imidazole-5-carboxylic acid ClC=1C=CC(=C(C1)/C=C/C(=O)NC(CC1=CC=CC=C1)C1=NC2=C(N1)CCC(C2)C(=O)O)N2N=NN=C2